methyl-piperazine-1-carboxylic acid tert-butyl ester C(C)(C)(C)OC(=O)N1C(CNCC1)C